C(#N)C1=C(C=CC(=C1)F)SC=1C=2N(C=C(C1)C=1C=NC(=CC1)N(C)CC(CO)O)N=CC2C#N 4-((2-cyano-4-fluorophenyl)thio)-6-(6-((2,3-dihydroxypropyl)(methyl)amino)pyridin-3-yl)pyrazolo[1,5-a]pyridine-3-carbonitrile